ClC1=C(COC=2C=C3CCC(C3=CC2)N2C[C@@H](CC2)C(=O)OC)C(=CC=C1)Cl methyl (3R)-1-(5-((2,6-dichlorobenzyl)oxy)-2,3-dihydro-1H-inden-1-yl)pyrrolidine-3-carboxylate